O1[C@H](COCC1)COC(=O)OC(C)OC(=O)[C@H]1[C@@H](N(C[C@@H]1C1=CC2=C(OCO2)C=C1)CC(=O)N(CCCC)CCCC)C1=CC=C(C=C1)OC 1-(((((R)-1,4-Dioxan-2-yl)methoxy)carbonyl)oxy)ethyl-(2R,3R,4S)-4-(benzo[d][1,3]dioxolane-5-yl)-1-[2-(dibutylamino)-2-oxoethyl]-2-(4-methoxyphenyl)pyrrolidine-3-carboxylate